C1(=CC=CC=C1)N(C(C)=O)C1=CC=CC=C1 N,N-diphenylacetamide